3-(trifluoromethyl)-4-chlorobenzamide hydrochloride Cl.FC(C=1C=C(C(=O)N)C=CC1Cl)(F)F